C(C1=CC=CC=C1)OC=1C=C(SC1OCC1=CC=CC=C1)P1(OC(CCC1O)COCC1=CC=CC=C1)=O 4,5-bis-benzyloxy-6-benzyloxymethyl-2-thienyl-2-oxo-2λ5-[1,2]oxaphosphinan-3-ol